C1(=CC=C(C=C1)C#CCBr)C1=CC=CC=C1 1-(1,1'-biphenyl-4-yl)-3-bromopropyne